FC(CC(C(=O)NC1=NC=CC(=C1)C1=C(C2=NC=CC(=C2N1)N1CCNCC1)C1=NC=CC=C1)C1=CC=C(C=C1)F)F 4,4-difluoro-2-(4-fluorophenyl)-N-{4-[7-(piperazin-1-yl)-3-(pyridin-2-yl)-1H-pyrrolo[3,2-b]pyridin-2-yl]pyridin-2-yl}butanamide